tert-butyl (2-(4-bromo-N-(4-fluorobenzyl)benzamido)ethyl)carbamate BrC1=CC=C(C(=O)N(CC2=CC=C(C=C2)F)CCNC(OC(C)(C)C)=O)C=C1